(S)-N-(6-guanidino-1-(isoxazol-3-yloxy)-2-oxohexan-3-yl)-2-methoxy-2-methylpropanamide N(C(=N)N)CCC[C@@H](C(COC1=NOC=C1)=O)NC(C(C)(C)OC)=O